CC=1C(=NOC1C(=O)N)C(=O)N methylisoxazole-3,5-dicarboxamide